P(OC1=C(C(=C(C=C1)C1=C(C=C(C=C1)C(C)(C)C)C(C)(C)C)C1=CC=CC=C1)C1=C(C=C(C=C1)C(C)(C)C)C(C)(C)C)[O-] bis(2,4-di-tert-butylphenyl)-3-phenyl-phenyl phosphonite